5-(2-phenoxyethoxy)quinazolin O(C1=CC=CC=C1)CCOC1=C2C=NC=NC2=CC=C1